C(C)(C)(C)C=1C(=C(C=C(C1)C(C)(C)C)CCC(=O)[O-])O 3-(3,5-di-tert-butyl hydroxyphenyl)propionate